FC(C(=O)O)(F)F.CN(C)CC1CCC(CC1)SCC1=NC2=C(C=CC=C2C(N1)=O)C 2-(((4-((Dimethylamino)methyl)cyclohexyl)thio)methyl)-8-methylquinazolin-4(3H)-one trifluoroacetate